Ethyl 4-((3-methyl-4-fluorophenyl) amino)-6-acetylamino-1H-indole-2-carboxylate CC=1C=C(C=CC1F)NC1=C2C=C(NC2=CC(=C1)NC(C)=O)C(=O)OCC